tert-butyl (S)-(1-(2-chloro-3-(3,5-difluorophenyl)-5-formylpyridin-4-yl)-3-methylpyrrolidin-3-yl)carbamate ClC1=NC=C(C(=C1C1=CC(=CC(=C1)F)F)N1C[C@@](CC1)(C)NC(OC(C)(C)C)=O)C=O